3-cyclopropyl-1-((1,2-dimethylcyclopropyl)methyl)-N-(2-sulfamoylpyridin-4-yl)-4-(trifluoromethyl)-1H-pyrazole-5-carboxamide C1(CC1)C1=NN(C(=C1C(F)(F)F)C(=O)NC1=CC(=NC=C1)S(N)(=O)=O)CC1(C(C1)C)C